1-{3-methoxy-4-{2-[4-(2,3-dichlorophenyl)piperazin-1-yl]ethoxy}benzyl}-3-(4-fluorophenyl)urea COC=1C=C(CNC(=O)NC2=CC=C(C=C2)F)C=CC1OCCN1CCN(CC1)C1=C(C(=CC=C1)Cl)Cl